[Ru](Cl)Cl.C(C1=CC=CC=C1)=C1C(C(CCC1)P(C1CCCCC1)C1CCCCC1)=C1N(C2C(N1C1=C(C=C(C=C1C)C)C)CCCC2)C2=C(C=C(C=C2C)C)C benzylidene(1,3-dimesityl-octahydrobenzimidazole-2-ylidene)(tricyclohexylphosphine) ruthenium dichloride